C(C)OC=1C(=NC=CC1)OC1=CC=C(C=N1)C1=NC=C(C=N1)C(=O)N[C@@H]1COCC1 (S)-2-(6-((3-ethoxypyridin-2-yl)oxy)pyridin-3-yl)-N-(tetrahydrofuran-3-yl)pyrimidine-5-carboxamide